NC=1N=CC2=C(N1)N(C(C=C2C)=O)[C@H]2[C@](CCC2)(C)O 2-amino-8-((1R,2R)-2-hydroxy-2-methylcyclopentyl)-5-methylpyrido[2,3-d]pyrimidin-7(8H)-one